CN(C=1OC(C=C(N1)C(F)(F)F)=O)C 2-(Dimethylamino)-4-(trifluoromethyl)-1,3-oxazin-6-one